NC(C(=O)O)CC=1C=NC=C(C1)C(F)(F)F 2-amino-3-[5-(trifluoromethyl)pyridin-3-yl]propanoic acid